1-((2-((tert-butyldimethylsilyl)oxy)-2-methylpropyl)amino)-4-(2-fluorophenyl)-6-(trifluoromethyl)-3H-pyrido[1,2-c]pyrimidin-3-one [Si](C)(C)(C(C)(C)C)OC(CNC1=NC(C(=C2N1C=CC(=C2)C(F)(F)F)C2=C(C=CC=C2)F)=O)(C)C